1-amino-1H-pyrazol NN1N=CC=C1